5-(4-(Hexyloxy)-1,2,5-thiadiazol-3-yl)-1-(((hydroxy((pivaloyloxy)methoxy)phosphoryl)oxy)methyl)-1-methyl-1,2,3,6-tetrahydropyridin-1-ium iodide [I-].C(CCCCC)OC=1C(=NSN1)C1=CCC[N+](C1)(C)COP(=O)(OCOC(C(C)(C)C)=O)O